ClC1=CC=C(C(=N1)C1=CN(C(C=C1)=O)C)NC(C)C=1C=2C3=C(N(C(C2C=C(C1)C)=O)C)N(N=C3)CCO 9-[1-[[6-chloro-2-(1-methyl-6-oxo-3-pyridinyl)-3-pyridinyl]amino]ethyl]-3-(2-hydroxyethyl)-4,7-dimethyl-pyrazolo[3,4-c]isoquinolin-5-one